COC1=CC=C(C=C1)NC(N)=O 3-(4-methoxyphenyl)urea